6-(2-([1,1'-biphenyl]-3-yl)-2-hydroxyacetyl)-2-(1-phenylcyclopropyl)-5,6,7,8-tetrahydropyrido[4,3-d]pyrimidin-4(3H)-one C1(=CC(=CC=C1)C(C(=O)N1CC2=C(N=C(NC2=O)C2(CC2)C2=CC=CC=C2)CC1)O)C1=CC=CC=C1